chloro-N-(6-(6-methoxypyridin-3-yl)pyrazin-2-yl)-N-methyl-[1,2,4]triazolo[4,3-a]quinazolin-5-amine ClC1=NN=C2N1C1=CC=CC=C1C(=N2)N(C)C2=NC(=CN=C2)C=2C=NC(=CC2)OC